C(C=1C(C(=O)O[Si](C)(C)C)=CC=CC1)(=O)O[Si](C)(C)C.[K] potassium bis(trimethylsilyl) phthalate